O=C1NC(CCC1N1C(N(C2=C1C=CC=C2CCCC(=O)N2C[C@H]1CC[C@@H](C2)N1C(=O)OC(C)(C)C)C)=O)=O tert-butyl (1R,5S)-3-[4-[1-(2,6-dioxo-3-piperidyl)-3-methyl-2-oxo-benzimidazol-4-yl] butanoyl]-3,8-diazabicyclo[3.2.1]octane-8-carboxylate